Ethyl 3-(1-((((2R,11aS)-2-((tert-butyldimethylsilyl)oxy)-7-methoxy-5-oxo-2,3,5,10,11,11a-hexahydro-1H-benzo[e]pyrrolo[1,2-a][1,4]diazepin-8-yl)oxy)methyl)cyclopropyl)propionate [Si](C)(C)(C(C)(C)C)O[C@@H]1C[C@@H]2N(C(C3=C(NC2)C=C(C(=C3)OC)OCC3(CC3)CCC(=O)OCC)=O)C1